ClC1=CC=CC=2C(N([C@H]3C=4N([C@@H](C21)C3)C3=C(N4)C=CC(=C3)C#N)C([2H])([2H])[2H])=O (7R,14R)-1-chloro-6-(methyl-d3)-5-oxo-5,6,7,14-tetrahydro-7,14-methanobenzo[f]benzo[4,5]imidazo[1,2-a][1,4]diazocine-11-carbonitrile